C(=O)(OC(C)(C)C)N1[C@@H](COCC1)C#N (R)-N-Boc-3-cyanomorpholine